C(C)(C)(C)OC(=O)N(C=1SC=C(N1)C(=O)OCC)CCCC#CC1CC1 ethyl 2-{[(tert-butoxy)carbonyl](5-cyclopropylpent-4-yn-1-yl)amino}-1,3-thiazole-4-carboxylate